NC1=CC2=C(N=C(N2)C2=CC=C(C=C2)C=2NC3=C(N2)C=CC(=C3)N)C=C1 1,4-bis(5-aminobenzimidazole-2-yl)benzene